FC(C1=C(C=CC(=C1C(F)(F)F)N)C1=CC=C(N)C=C1)(F)F 2,3-bis(trifluoromethyl)benzidine